2-[3-(4,4-difluoroazepan-1-yl)-6-(trifluoromethyl)-2-pyridyl]-4-methyl-1H-pyrimidin-6-one FC1(CCN(CCC1)C=1C(=NC(=CC1)C(F)(F)F)C=1NC(C=C(N1)C)=O)F